The molecule is a glycolipid with an unusual non-glycerol aglycone, 10-hydroxynonadecan-2-one that is glycosylated at the C10 hydroxy group by a branched tetrasaccharide residue. It is isolated from the marine sponge Caminus sphaeroconia and exhibits potent activity as an inhibitor of a type III bacterial secretory system. It has a role as a metabolite and an antibacterial agent. It is a glycolipid, a butyrate ester, an acetate ester, a beta-D-glucoside, a tetrasaccharide derivative and a methyl ketone. CCCCCCCCC[C@H](CCCCCCCC(=O)C)O[C@H]1[C@@H]([C@H]([C@@H]([C@H](O1)CO)O)O)O[C@H]2[C@@H]([C@H]([C@@H]([C@H](O2)CO[C@H]3[C@H]([C@H]([C@H]([C@H](O3)C)O)O)O)OC(=O)C)OC(=O)CCC)O[C@H]4[C@H]([C@@H]([C@H]([C@@H](O4)C)O)O)O